((6-(3-(2,6-dichlorophenyl)azetidin-1-yl)pyridin-3-yl)methyl)-3-methylazetidin-3-ol ClC1=C(C(=CC=C1)Cl)C1CN(C1)C1=CC=C(C=N1)CN1CC(C1)(O)C